aluminum bis(2-methyl-8-quinolinolate) CC1=NC2=C(C=CC=C2C=C1)[O-].CC1=NC2=C(C=CC=C2C=C1)[O-].[Al+2]